tert-Butyl N-(1-methyl-2-oxospiro[indoline-3,4'-tetrahydropyran]-6-yl)carbamate CN1C(C2(CCOCC2)C2=CC=C(C=C12)NC(OC(C)(C)C)=O)=O